ClC1=C(C(=O)NC=2C=C3C=C(N(C3=CC2)CC)C(=O)NC2=CC(=CC=C2)C(F)(F)F)C=C(C=C1)CNC(C(C)C)=O 5-(2-chloro-5-(isobutyrylaminomethyl)benzoylamino)-1-ethyl-N-(3-(trifluoromethyl)phenyl)-1H-indole-2-carboxamide